O1CCC(CC1)=C(C(=O)OCC)C(=O)OCC Diethyl 2-(dihydro-2H-pyran-4(3H)-ylidene)malonate